6-fluoro-2-methoxypyridin-3-amine FC1=CC=C(C(=N1)OC)N